9,10-bis(isopropoxycarbonylpropyleneoxy)anthracene C(C)(C)OC(=O)CC(C)OC=1C2=CC=CC=C2C(=C2C=CC=CC12)OC(CC(=O)OC(C)C)C